C[C@H]1OCC(=C[C@H]1NC(OC(C)(C)C)=O)C tert-butyl ((2R,3R)-2,5-dimethyl-3,6-dihydro-2H-pyran-3-yl)carbamate